(S)-5-(amino(cyclopropyl)methyl)thiophene-3-carboximidamide N[C@H](C1=CC(=CS1)C(N)=N)C1CC1